benzoylisooctanone C(C1=CC=CC=C1)(=O)CC(CCCC(C)C)=O